(S)-N-(5-chloro-2,4-difluorophenyl)-N-methyl-1-(6-methyl-4-(trifluoromethyl)pyridin-2-yl)-6-oxo-2,3,5,6-tetrahydro-1H-pyrrolo[3,2-c]pyridine-2-carboxamide ClC=1C(=CC(=C(C1)N(C(=O)[C@@H]1CC2=CNC(C=C2N1C1=NC(=CC(=C1)C(F)(F)F)C)=O)C)F)F